(R)-1-((7-(7-chloro-3-oxo-4-(5-azaspiro[3.4]octan-7-yl)-3,4-dihydro-2H-benzo[b][1,4]oxazin-5-yl)thieno[3,2-b]pyridin-2-yl)methyl)pyrrolidine-2,5-dione, formic acid salt C(=O)O.ClC=1C=C(C2=C(OCC(N2[C@H]2CNC3(CCC3)C2)=O)C1)C1=C2C(=NC=C1)C=C(S2)CN2C(CCC2=O)=O